ClC=1C=CC=C2C[C@H]([C@@H](C12)O)NC([O-])=O (1R,2R)-7-Chloro-1-hydroxy-2,3-dihydro-1H-inden-2-yl-carbamat